FC(C=1C=C(C=C(C1)C(F)(F)F)N1N=C(C=C1)N)(F)F 1-(3,5-Bis(trifluoromethyl)phenyl)-1H-pyrazol-3-amine